BrC1=CC(=C(C=C1)OC)C=C(F)F 4-bromo-2-(2,2-difluorovinyl)-1-methoxybenzene